BrC=1C=C2C=CN=NC2=CC1OC 6-Bromo-7-methoxycinnoline